platinum cerium tin [Sn].[Ce].[Pt]